2,2-dimethyl-heptanoic acid ethyl ester C(C)OC(C(CCCCC)(C)C)=O